N1N=CC2=CC(=CC=C12)C#N 1H-indazol-5-carbonitrile